C(C)(C)(C)OC(=O)N[C@@H](C(=O)OC)CCC(CC1=CC=C(C=C1)OC)=O methyl (R)-2-((tert-butoxycarbonyl)amino)-6-(4-methoxyphenyl)-5-oxohexanoate